C1(CC1)C1=CC=C(C=C1)NC(=O)[C@@H]1N(CCCCC1)CC1=NC=CC2=C1OCO2 (2R)-N-(4-cyclopropylphenyl)-1-([1,3]dioxolo[4,5-c]pyridin-4-ylmethyl)azepane-2-carboxamide